C(C=C)(=O)N1[C@H](CN(CC1)C=1C2=C(N=C(N1)OC[C@H]1N(CCC1)C1CC1)CN(CC2)C2=CC(=CC1=CC=CC=C21)O)CC#N 2-((S)-1-acryloyl-4-(2-(((S)-1-cyclopropylpyrrolidin-2-yl)methoxy)-7-(3-hydroxynaphthalen-1-yl)-5,6,7,8-tetrahydropyrido[3,4-d]pyrimidin-4-yl)piperazin-2-yl)acetonitrile